2H-pyran-3-amine hydrochloride Cl.O1CC(=CC=C1)N